2-chloro-N4-(3,5-difluoro-4-(1-methyl-4-(trifluoromethyl)-1H-imidazol-2-yl)benzyl)-N5-methylpyrimidine-4,5-diamine ClC1=NC=C(C(=N1)NCC1=CC(=C(C(=C1)F)C=1N(C=C(N1)C(F)(F)F)C)F)NC